FC1=C(C(=CC=C1)C)C1CCC(CC1)C1=CC=2C(=NC(=CN2)CO)N(C1=O)CC1=NC=CC=C1C(F)(F)F 7-((1r,4r)-4-(2-fluoro-6-methylphenyl)cyclohexyl)-3-(hydroxymethyl)-5-((3-(trifluoromethyl)pyridin-2-yl)methyl)pyrido[2,3-b]pyrazin-6(5H)-one